(1S,2S)-2-fluoro-N-(5-(6-methyl-1H-pyrrolo[2,3-b]pyridin-5-yl)pyrazolo[1,5-a]pyridin-2-yl)cyclopropane-1-carboxamide F[C@@H]1[C@@H](C1)C(=O)NC1=NN2C(C=C(C=C2)C=2C=C3C(=NC2C)NC=C3)=C1